3-chloromaleimide ClC1=CC(=O)NC1=O